Cl.N(=[N+]=[N-])C[C@@H]1NC[C@H](C1)OC1=CC(=C(C=C1)OC(F)F)OCC1CC1 (2R,4S)-2-azidomethyl-4-(3-(cyclopropylmethoxy)-4-(difluoromethoxy)phenoxy)pyrrolidine hydrochloride